[(3aS,6aR)-5,5-difluoro-2,3,3a,4,6,6a-hexahydro-1H-pentalen-2-yl]ammonium chloride [Cl-].FC1(C[C@@H]2CC(C[C@@H]2C1)[NH3+])F